1-isothiocyanato-4-(methylsulfinyl)butane N(=C=S)CCCCS(=O)C